CC1=CC(=C2CN(C(C2=C1)=O)C1C(NC(CC1)=O)=O)OC(F)(F)F 3-(6-methyl-1-oxo-4-(trifluoromethoxy)isoindolin-2-yl)piperidine-2,6-dione